Ethyl 2-(1-(3-bromophenyl)-1H-pyrazol-3-yl)propanoate BrC=1C=C(C=CC1)N1N=C(C=C1)C(C(=O)OCC)C